C(C=CC=CC=CC=C)O nona-2,4,6,8-tetraen-1-ol